2-(trifluoromethyl)-5-(3-(trifluoromethyl)phenyl)-N-(3-(2-(4-methylpiperazin-1-yl)propyl)-1,2,4-thiadiazol-5-yl)furan-3-carboxamide FC(C=1OC(=CC1C(=O)NC1=NC(=NS1)CC(C)N1CCN(CC1)C)C1=CC(=CC=C1)C(F)(F)F)(F)F